1-(tert-butyl) 3-(4-methoxybenzyl) 5-bromo-6-chloro-1H-indole-1,3-dicarboxylate BrC=1C=C2C(=CN(C2=CC1Cl)C(=O)OC(C)(C)C)C(=O)OCC1=CC=C(C=C1)OC